FC1=C(C=CC(=C1)F)CC1CC2(CN(C2)C(=O)OC(C)(C)C)C1 Tert-Butyl 6-[(2,4-difluorophenyl)methyl]-2-azaspiro[3.3]heptane-2-carboxylate